C(C)C(NC(\C=C\C1=CC(=C(C=C1)F)F)=O)(C(=O)N[C@@H](C(C)C)C(=O)N[C@H](CCC(=O)O)C(=O)O)CC.Cl[Si]([Si](C1C(=C(C(=C1C)C)C)C)(C)C)(C)C 1-chloro-1,1,2,2-tetramethyl-2-(2,3,4,5-tetramethylcyclopent-2,4-dien-1-yl)disilane diethyl-((E)-3-(3,4-difluorophenyl)acryloyl)glycyl-L-valyl-D-glutamate